2-((1S,2S)-1-(2-chlorophenyl)-1-(5-methyl-1H-pyrazol-1-yl)propan-2-yl)-5-hydroxy-N-(isoxazol-4-yl)-1-methyl-6-oxo-1,6-dihydropyrimidine-4-carboxamide ClC1=C(C=CC=C1)[C@H]([C@H](C)C=1N(C(C(=C(N1)C(=O)NC=1C=NOC1)O)=O)C)N1N=CC=C1C